IOC=1C(C(=O)O)=CC=CC1 iodosalicylic acid